7-(2-(4-Fluoro-3-methylphenyl)pyridin-3-yl)-N-(3-(pyrrolidin-1-yl)propyl)imidazo[1,5-a]pyridine-3-carboxamide FC1=C(C=C(C=C1)C1=NC=CC=C1C1=CC=2N(C=C1)C(=NC2)C(=O)NCCCN2CCCC2)C